FC1=C(C=C(C=C1)C(C)(C)NC(OC1CN2CCC1CC2)=O)C2=CC=NC=C2 1-azabicyclo[2.2.2]oct-3-yl {2-[4-fluoro-3-(pyridin-4-yl)phenyl]propan-2-yl}carbamate